tert-butyl (R)-(1-(2-(6-(benzyloxy)-1-(6-((tert-butoxycarbonyl)amino)hexyl)-1H-pyrrolo[2,3-b]pyridin-2-yl)-5-methoxy-3-methylimidazo[1,2-a]pyridine-7-carbonyl)piperidin-3-yl)carbamate C(C1=CC=CC=C1)OC1=CC=C2C(=N1)N(C(=C2)C=2N=C1N(C(=CC(=C1)C(=O)N1C[C@@H](CCC1)NC(OC(C)(C)C)=O)OC)C2C)CCCCCCNC(=O)OC(C)(C)C